benzyl 4-{2-[1-(1-{1-[(4-methoxyphenyl)methyl]-2,6-dioxopiperidin-3-yl}-3-methyl-2-oxo-1,3-benzodiazol-5-yl) piperidin-4-yl]ethynyl}piperidine-1-carboxylate COC1=CC=C(C=C1)CN1C(C(CCC1=O)N1C(N(C2=C1C=CC(=C2)N2CCC(CC2)C#CC2CCN(CC2)C(=O)OCC2=CC=CC=C2)C)=O)=O